N-(1-(2-hydroxyethyl)-2-oxopyrrolidin-3-yl)-2-methyl-5-((2-methylpyridin-3-yl)methoxy)-benzofuran-3-carboxamide OCCN1C(C(CC1)NC(=O)C1=C(OC2=C1C=C(C=C2)OCC=2C(=NC=CC2)C)C)=O